The molecule is a tetrapeptide composed of L-alanine, L-leucine, L-aspartic acid and glycine joined in sequence by peptide linkages. It has a role as a metabolite. It derives from a L-alanine, a L-leucine, a L-aspartic acid and a glycine. C[C@@H](C(=O)N[C@@H](CC(C)C)C(=O)N[C@@H](CC(=O)O)C(=O)NCC(=O)O)N